COC([C@H](C)OC1=C(C=C(C(=C1)Cl)Cl)C1=NOCC1OCCCC)=O Methyl-(2S)-2-[4,5-dichloro-2-(4-butoxy-4,5-dihydroisoxazol-3-yl)phenoxy]propanoat